C1(=CC=CC=C1)B1OC(C(O1)(C)C)(C)C phenyl-4,4,5,5-tetraMethyl-1,3,2-dioxaborolane